1,1,1-tri[4-(aminophenoxy)phenyl]ethane NC1=C(OC2=CC=C(C=C2)C(C)(C2=CC=C(C=C2)OC2=C(C=CC=C2)N)C2=CC=C(C=C2)OC2=C(C=CC=C2)N)C=CC=C1